ClC=1C(=NC=C(C1)C)OC1CCC2(CN(C2)C(=O)C2CC(C2)(C)O)CC1 (7-((3-chloro-5-methylpyridin-2-yl)oxy)-2-azaspiro[3.5]non-2-yl)((1s,3s)-3-hydroxy-3-methylcyclobutyl)methanone